((1R,2R)-2-aminocyclohexyl)-9-isopropyl-9H-purine-2,6-diamine N[C@H]1[C@@H](CCCC1)C=1N(C2=NC(=NC(=C2N1)N)N)C(C)C